C(C)(C)(C)C1=CC=2C(=NC(=CN2)C(CCC[C@@H](CC2CC2)[C@H]2N(C(OC2)(C)C)C(=O)OC(C)(C)C)=O)O1 tert-butyl (4R)-4-[(1S)-5-(6-tert-butylfuro[2,3-b]pyrazin-3-yl)-1-(cyclopropylmethyl)-5-oxo-pentyl]-2,2-dimethyl-oxazolidine-3-carboxylate